BrC=1C(=C(N)C=C(C1C)C)C 3-bromo-2,4,5-trimethylaniline